CN(C)CC1CCC(CC1)NC1=CC=NC=C1 N-((1s,4s)-4-((dimethylamino)methyl)cyclohexyl)pyridin-4-amine